C1=CC=CCC=CC1 1,3,6-cyclooctatriene